BrC1=CC(N(C(=C1)N1N=C2C(=C1)CCC2C2=CC=CC=C2)C)=O 4-bromo-1-methyl-6-(6-phenyl-5,6-dihydrocyclopenta[c]pyrazol-2(4H)-yl)pyridine-2(1H)-one